BrC1=C(OC2CCN(CC2)C2=NN=C(S2)C2=NOC(=N2)C[C@H](C(=O)O)O)C=C(C=C1)F (2R)-3-(3-{5-[4-(2-Bromo-5-fluorophenoxy)piperidin-1-yl]-1,3,4-thiadiazol-2-yl}-1,2,4-oxadiazol-5-yl)-2-hydroxypropanoic acid